(Z)-1-(4-amino-2-fluorobut-2-en-1-yl)-4-(1,3-dimethyl-1H-pyrazol-5-yl)-1H-benzo[d]imidazole-6-carbonitrile hydrochloride Cl.NC\C=C(\CN1C=NC2=C1C=C(C=C2C2=CC(=NN2C)C)C#N)/F